methyl (5-((4-(thiophen-3-yl)phenyl)thio)-1H-benzo[d]imidazol-2-yl)carbamate S1C=C(C=C1)C1=CC=C(C=C1)SC1=CC2=C(NC(=N2)NC(OC)=O)C=C1